N-(5-(4-(4-((5-(tert-butyl)-1,3,4-thiadiazol-2-yl)oxy)phenyl)piperidine-1-carbonyl)-2-cyclopropoxy-4-methylphenyl)-1-phenylmethanesulfonamide C(C)(C)(C)C1=NN=C(S1)OC1=CC=C(C=C1)C1CCN(CC1)C(=O)C=1C(=CC(=C(C1)NS(=O)(=O)CC1=CC=CC=C1)OC1CC1)C